methyl propenyl trisulfide C(=CC)SSSC